tert-butyl N-[(tert-butoxy)carbonyl]-N-(4,6-dichloropyrimidin-2-yl)carbamate C(C)(C)(C)OC(=O)N(C(OC(C)(C)C)=O)C1=NC(=CC(=N1)Cl)Cl